bis(2-{bis(4-methoxybenzyl)(4-methylaminobenzyl)amino carbonyloxy} ethyl)3,5-pyridinedicarboxylate COC1=CC=C(CC(C2=CC=C(C=C2)NC)(NC(=O)OCCOC(=O)C=2C=NC=C(C2)C(=O)OCCOC(=O)NC(C2=CC=C(C=C2)NC)(CC2=CC=C(C=C2)OC)CC2=CC=C(C=C2)OC)CC2=CC=C(C=C2)OC)C=C1